The molecule is a leukotriene that is the 11-trans-isomer of leukotriene E4. It has a role as a metabolite. It derives from an icosa-7,9,11,14-tetraenoic acid. CCCCC/C=C\\C/C=C/C=C/C=C/[C@H]([C@H](CCCC(=O)O)O)SC[C@@H](C(=O)O)N